FC(C1C2C3C4C=CC(C3C(C1C(F)(F)F)C2)C4)(F)F 8,9-bis(trifluoromethyl)tetracyclo[4.4.0.12,5.17,10]-3-dodecene